CC1OCC(C2=CC=C(C=C12)C(F)(F)F)N 1-methyl-7-(trifluoromethyl)isochroman-4-amine